N-(2-(2-fluoro-3,4-dihydroxy-5-methoxyphenyl)-1-(3-methyloxetan-3-yl)-1H-benzo[d]imidazol-5-yl)cyclopropanecarboxamide FC1=C(C=C(C(=C1O)O)OC)C1=NC2=C(N1C1(COC1)C)C=CC(=C2)NC(=O)C2CC2